tert-Butyl (2R,5S)-4-(5-(difluoromethyl)-7-((2-(trimethylsilyl)ethoxy)methyl)-7H-pyrrolo[2,3-d]pyrimidin-4-yl)-2,5-dimethylpiperazine-1-carboxylate FC(C1=CN(C=2N=CN=C(C21)N2C[C@H](N(C[C@@H]2C)C(=O)OC(C)(C)C)C)COCC[Si](C)(C)C)F